(m-fluorophenyl)propionic acid FC=1C=C(C=CC1)C(C(=O)O)C